4-fluoro-3-({1-[hydroxy(2H2)methyl]cyclopropyl}(2H2)methoxy)-2,3-dihydro-1H-isoindol-1-one FC1=C2C(NC(C2=CC=C1)=O)OC([2H])([2H])C1(CC1)C([2H])([2H])O